methyl (R)-(-)-mandelate COC(=O)[C@@H](C1=CC=CC=C1)O